CN1CCC2(CC1)CC(C1=CC=C(C=C12)C1=CNC2=NC=C(C=C21)C(=O)NC=2C=NC(=CC2)N2CCN(CC2)C)=O 3-(1'-methyl-3-oxo-2,3-dihydrospiro[indene-1,4'-piperidin]-6-yl)-N-(6-(4-methylpiperazin-1-yl)pyridin-3-yl)-1H-pyrrolo[2,3-b]pyridine-5-carboxamide